C(C1=CC=CC=C1)OC(=O)N1CCN(CC1)C=1C2=C(N=C(N1)OC[C@H]1N(CCC1)C)C(N(C(=N2)C)C2=CC=CC1=CC=CC(=C21)Cl)=O (S)-4-(7-(8-chloronaphthalen-1-yl)-6-methyl-2-((1-methylpyrrolidin-2-yl)methoxy)-8-oxo-7,8-dihydropyrimido[5,4-d]Pyrimidin-4-yl)piperazine-1-carboxylic acid benzyl ester